phenethyl-sulfonic acid ammonium salt [NH4+].C(CC1=CC=CC=C1)S(=O)(=O)[O-]